6-(3-Bromoimidazo[1,2-b]pyridazin-6-yl)-2-oxa-6-azaspiro[3.3]heptane BrC1=CN=C2N1N=C(C=C2)N2CC1(COC1)C2